COC(CCCN1C=NC=C1)OC 1-(4,4-dimethoxybutyl)-1H-imidazole